C(C)OC=1C=C(C=CC1OCC)N1C=NC(=C1)[N+](=O)[O-] 1-(3,4-Diethoxyphenyl)-4-nitro-1H-imidazole